p-tert.-Butyl-styrene C(C)(C)(C)C1=CC=C(C=C)C=C1